FC1(CCOCC1)C=1C=C2C(=CC=NC2=CC1)C(=O)O 6-(4-fluorotetrahydro-2H-pyran-4-yl)quinoline-4-carboxylic acid